N-((1S)-1-(4-((1,1-Dimethyl-2,3-dihydro-1H-inden-2-yl)amino)phenyl)-2,2,2-trifluoroethyl)-N-methylazetidine-3-carboxamide hydrochloride Cl.CC1(C(CC2=CC=CC=C12)NC1=CC=C(C=C1)[C@@H](C(F)(F)F)N(C(=O)C1CNC1)C)C